C(C)(C)(C)OC(NC1=CC(=C(C=C1)Br)SC1CC1)=O N-(4-bromo-3-cyclopropylsulfanyl-phenyl)carbamic acid tert-butyl ester